(4-methoxy-2-pyridyl)methanone COC1=CC(=NC=C1)C=O